NC=1C=C(C=CC1C)C1=C(C=C(C=C1)C1=NNCOC1)C(F)(F)F 5-[3'-amino-4'-methyl-2-(trifluoromethyl)biphenyl-4-yl]-3,6-dihydro-2H-1,3,4-oxadiazin